N-(5-chloro-4-(5,5-dimethyl-5,6-dihydro-4H-pyrrolo[1,2-b]pyrazol-3-yl)pyridin-2-yl)-2-((5R,7R)-1-oxo-2-azaspiro[4.5]dec-7-yl)acetamide ClC=1C(=CC(=NC1)NC(C[C@H]1C[C@@]2(CCNC2=O)CCC1)=O)C1=C2N(N=C1)CC(C2)(C)C